5-chloro-2-{[(2R)-2-(hydroxymethyl)pyrrolidin-1-yl]methyl}-7,8-dihydro-6H-spiro[[1,3]oxazolo[5,4-f]quinazoline-9,1'-cyclohexane]-7-one ClC=1C=C2C(=C3C1NC(NC31CCCCC1)=O)OC(=N2)CN2[C@H](CCC2)CO